(S)-2-Acetamido-N-((S)-1-((3R,5'S)-5'-cyano-2-oxospiro[indoline-3,3'-pyrrolidine]-1'-yl)-4-methyl-1-oxopentan-2-yl)-3-methylbutylamine C(C)(=O)N[C@H](CN[C@H](C(=O)N1C[C@]2(C[C@H]1C#N)C(NC1=CC=CC=C12)=O)CC(C)C)C(C)C